C(#N)C1=C(SC2=C1C(=NC=C2F)C=2C1=C(C=3C(=NC(=NC3C2F)SCC)OCC[Si](C)(C)C)COC1)NC(OC(C)(C)C)=O tert-Butyl (3-cyano-4-(3-(ethylthio)-5-fluoro-1-(2-(trimethylsilyl)ethoxy)-7,9-dihydrofuro[3,4-f]quinazolin-6-yl)-7-fluorothieno[3,2-c]pyridin-2-yl)carbamate